5-{6,6-difluoro-2-azaspiro[3.3]heptan-2-yl}-2-({6-[(4,4-dimethylpiperidin-1-yl)methyl]imidazo[1,2-a]pyridin-2-yl}methyl)-1,2-dihydro-2,7-naphthyridin-1-one FC1(CC2(CN(C2)C2=C3C=CN(C(C3=CN=C2)=O)CC=2N=C3N(C=C(C=C3)CN3CCC(CC3)(C)C)C2)C1)F